COC1=NC=C(C=N1)N1CCOC2(C1)CC(C(C(C2)(C)C)=O)C#N 4-(2-methoxypyrimidin-5-yl)-10,10-dimethyl-9-oxo-1-oxa-4-azaspiro[5.5]undecane-8-carbonitrile